N-((2R,3S)-1-(cyclopropylcarbonyl)-2-(((cis-4-(3-methoxyphenyl)cyclohexyl)oxy)-methyl)piperidin-3-yl)methanesulfonamide C1(CC1)C(=O)N1[C@H]([C@H](CCC1)NS(=O)(=O)C)CO[C@@H]1CC[C@@H](CC1)C1=CC(=CC=C1)OC